2,4-bis(trichloromethyl)-6-[2-(3,5-diethoxyphenyl)acetyl]-s-triazine ClC(C1=NC(=NC(=N1)C(Cl)(Cl)Cl)C(CC1=CC(=CC(=C1)OCC)OCC)=O)(Cl)Cl